dimethyl (4-(3-amino-6-(3-hydroxy-4-methylphenyl)pyrazine-2-carboxamido)phenylsulfonyl)methylphosphonate NC=1C(=NC(=CN1)C1=CC(=C(C=C1)C)O)C(=O)NC1=CC=C(C=C1)S(=O)(=O)CP(OC)(OC)=O